C(C)N1N=CC=C1C1=CC=C(C=C1)[C@H](CO)NC(OC(C)(C)C)=O Tert-butyl (R)-(1-(4-(1-ethyl-1H-pyrazol-5-yl)phenyl)-2-hydroxyethyl)carbamate